triethyl-(2-hydroxyethyl)ammonium hydroxide [OH-].C(C)[N+](CCO)(CC)CC